4-(Carboxymethyl)phenylalanine C(=O)(O)CC1=CC=C(C[C@H](N)C(=O)O)C=C1